(5-(2,6-difluoro-4-(2-(pyrrolidin-1-yl)acetamido)phenyl)-1H-pyrazolo[3,4-c]pyridin-3-yl)-4-(4-methylpiperazin-1-yl)benzamide FC1=C(C(=CC(=C1)NC(CN1CCCC1)=O)F)C=1C=C2C(=CN1)NN=C2C2=C(C(=O)N)C=CC(=C2)N2CCN(CC2)C